(2S,4R)-1-((4-phenoxybutyryl)glycyl)-4-(m-tolyloxy)pyrrolidine-2-carboxylic acid O(C1=CC=CC=C1)CCCC(=O)NCC(=O)N1[C@@H](C[C@H](C1)OC=1C=C(C=CC1)C)C(=O)O